CC1=NOC(=C1C=1C=C(C=CC1OC[C@@H]1NCCCC1)NC(=O)C1=C(C=NS1)C)C (R)-N-(3-(3,5-dimethylisoxazol-4-yl)-4-(piperidin-2-ylmethoxy)phenyl)-4-methylisothiazole-5-carboxamide